N-(3-(3-hydroxyoxetan-3-yl)phenyl)-4-(4-(trifluoromethyl)phenyl)piperidine-1-carboxamide OC1(COC1)C=1C=C(C=CC1)NC(=O)N1CCC(CC1)C1=CC=C(C=C1)C(F)(F)F